C(C1=CC=CC=C1)N(C1=NC(=NC=2C(CCCC12)O)N1C(=CC=2C(=CC=CC12)C#N)C)CC1=C(C=C(C=C1)OC)OC 1-[4-[benzyl-[(2,4-dimethoxyphenyl)methyl]amino]-8-hydroxy-5,6,7,8-tetrahydroquinazolin-2-yl]-2-methyl-indole-4-carbonitrile